(±)-trans-4-(1-((5-methoxy-7-methyl-1H-indol-4-yl)methyl)-4-(3-(trifluoromethyl)-1H-1,2,4-triazol-1-yl)piperidin-2-yl)benzoic acid COC=1C(=C2C=CNC2=C(C1)C)CN1[C@H](C[C@@H](CC1)N1N=C(N=C1)C(F)(F)F)C1=CC=C(C(=O)O)C=C1 |r|